ClC=1C=C(C=CC1F)N1CCN(CC1)C(CCC(=O)C1=NC=CC=C1)=O 1-[4-(3-chloro-4-fluoro-phenyl)piperazin-1-yl]-4-(2-pyridyl)butane-1,4-dione